2,2-difluoro-1-(1H-pyrrole-2-yl)ethane FC(CC=1NC=CC1)F